ClC=1N=NC(=C2C1C=NC=C2)N2C[C@](CC2)(O)C (S)-1-(4-chloropyrido[3,4-d]pyridazin-1-yl)-3-methylpyrrolidin-3-ol